COCCNC1CCC(CC1)NC1=NC=CC(=N1)C=1C=C2CCN(CC2=CC1)C 6-(2-(((1r,4r)-4-((2-methoxyethyl)amino)cyclohexyl)amino)pyrimidin-4-yl)-2-methyl-3,4-Dihydroisoquinolin